ClC1=C2C(=NC=C1OC=1C=NN3C1C=NC=C3)N=C(N2C)NC=2C(N(C=C(C2)C2CC2)[C@H]2[C@H](CC2)O)=O 3-((7-chloro-1-methyl-6-(pyrazolo[1,5-a]pyrazin-3-yloxy)-1H-imidazo[4,5-b]pyridin-2-yl)amino)-5-cyclopropyl-1-((1R,2S)-2-hydroxycyclobutyl)pyridin-2(1H)-one